(R)-3-(3,5-difluorophenyl)piperazine-1-carboxylic acid tert-butyl ester C(C)(C)(C)OC(=O)N1C[C@H](NCC1)C1=CC(=CC(=C1)F)F